C(C)(C)(C)OC(NC1CCC(CC1)OC1=C2C=C(C=NC2=CC(=N1)N1CCOCC1)C(N)=O)=O.FC(C(=NOS(=O)(=O)C(C(C(C(F)(F)F)(F)F)(F)F)(F)F)C1=CC=2CC3=CC=CC=C3C2C=C1)(C(C(C(C(F)F)(F)F)(F)F)(F)F)F 2-(2,2,3,3,4,4,5,5,6,6-decafluoro-1-(nonafluorobutylsulfonyloxyimino)hexyl)fluorene tert-butyl-N-[4-[(3-carbamoyl-7-morpholino-1,6-naphthyridin-5-yl)oxy]cyclohexyl]carbamate